C1(CCCC1)N(C=1SC(=C(N1)C)C(\C=C\N(C)C)=O)C1CCCC1 (E)-1-(2-(Dicyclopentylamino)-4-methylthiazol-5-yl)-3-(dimethylamino)prop-2-en-1-one